1-(4-(2-aminoethoxy)benzyl)-N3-methyl-N5-((1s,2s)-2-methylcyclopropyl)-2-oxo-1,2-dihydropyridine-3,5-dicarboxamide NCCOC1=CC=C(CN2C(C(=CC(=C2)C(=O)N[C@@H]2[C@H](C2)C)C(=O)NC)=O)C=C1